CN1C(CCC1=O)C(=O)NC1=CC(=CC=2OCCOC21)OC2=CC(=CC=C2)C(F)(F)F 1-Methyl-5-oxo-N-(7-(3-(trifluoromethyl)phenoxy)-2,3-dihydrobenzo[b][1,4]dioxin-5-yl)pyrrolidine-2-carboxamide